ClC1=CC=C(C=C1)NC1=C(NC2=C1C(N(CC2)C(=O)OC(C)(C)C)=O)C2=CC=NC=C2 tert-Butyl 3-((4-chlorophenyl)amino)-4-oxo-2-(pyridin-4-yl)-1,4,6,7-tetrahydro-5H-pyrrolo[3,2-c]pyridine-5-carboxylate